1-butyl-2,3-dimethylimidazolium trifluoro-methanesulfonate FC(S(=O)(=O)[O-])(F)F.C(CCC)N1C(=[N+](C=C1)C)C